C(#N)CN1N=C2C(N(C(C(=C2N2[C@H](CN([C@@H](C2)CC)C(C)C2=CC=C3C(=N2)SC(=N3)C)CC)C#N)=O)C)=C1 2-(cyanomethyl)-7-((2S,5R)-2,5-diethyl-4-(1-(2-methylthiazolo[5,4-b]pyridin-5-yl)ethyl)piperazin-1-yl)-4-methyl-5-oxo-4,5-dihydro-2H-pyrazolo[4,3-b]pyridine-6-carbonitrile